C(C)(C)(C)OC(=O)N1C(CCCC1)C1=CC=CNN1 Pyridazin-6(2H)-ylPiperidine-1-carboxylic acid tert-butyl ester